ClC=1C=C(C=C(C1)Cl)N1N=C(C2=C1C=1C=C(C(=CC1CS2)OC)C=2C=C(C=NC2)C(=O)N)C(=O)N2C(COCC2)(C)C 5-[1-(3,5-dichlorophenyl)-3-(3,3-dimethylmorpholine-4-carbonyl)-7-methoxy-5H-isothiochromeno[4,3-c]pyrazol-8-yl]pyridine-3-carboxamide